C(C)(=O)C=1C(=CC(=NC1)Cl)NC(=O)[C@@H]1[C@H](C1)C1=CC(=CC=C1)Cl (1S,2S)-N-(5-acetyl-2-chloropyridin-4-yl)-2-(3-chlorophenyl)cyclopropane-1-carboxamide